distearyl β,β'-thiodipropionate S(CCC(=O)OCCCCCCCCCCCCCCCCCC)CCC(=O)OCCCCCCCCCCCCCCCCCC